N1(N=CC=C1)C1=CC=C(CN2C3=NC(=NC=C3NC2=O)C2=C(C(=CC=C2)C)C(C)C)C=C1 9-(4-(1H-pyrazol-1-yl)benzyl)-2-(2-isopropyl-3-methylphenyl)-7,9-dihydro-8H-purin-8-one